2-((4-bromophenoxy)methyl)-6-(3-fluoropentan-3-yl)-1,4-dioxan BrC1=CC=C(OCC2OC(COC2)C(CC)(CC)F)C=C1